N[C@H]1[C@@H](CS(CC1)(=O)=O)OCOCC[Si](C)(C)C |o1:1,2| (3S*,4R*)-4-amino-3-((2-(trimethylsilyl)ethoxy)methoxy)tetrahydro-2H-thiopyran 1,1-dioxide